4-((triisopropylsilyl)ethynyl)-1H-pyrrole C(C)(C)[Si](C(C)C)(C(C)C)C#CC=1C=CNC1